ClC1=C(C=C(CC(C(=O)N)C)C=C1)C#N (4-chloro-3-cyanobenzyl)propionamide